(2R,3R,4S,5S)-2-(4-Amino-7H-pyrrolo[2,3-d]pyrimidin-7-yl)-5-((((4-phenyl-1H-imidazol-5-yl)methyl)thio)methyl)tetrahydrofuran-3,4-diol NC=1C2=C(N=CN1)N(C=C2)[C@@H]2O[C@@H]([C@H]([C@H]2O)O)CSCC2=C(N=CN2)C2=CC=CC=C2